BrC1=C2C(=CS1)CCC(C2)N(C(OC(C)(C)C)=O)C tert-butyl (3-bromo-4,5,6,7-tetrahydrobenzo[c]thiophen-5-yl)(methyl)carbamate